4-methyl-2-{piperidinylmethyl}phenol CC1=CC(=C(C=C1)O)CN1CCCCC1